4-Chloro-1-((7-((R)-3-cyclohexyl-2-methylpropanoyl)-10-hydroxy-7-azaspiro[4.5]decan-10-yl)methyl)-N,N-dimethyl-6-oxo-1,6-dihydropyridin-3-carboxamid ClC=1C(=CN(C(C1)=O)CC1(CCN(CC12CCCC2)C([C@@H](CC2CCCCC2)C)=O)O)C(=O)N(C)C